C(C1CO1)N1C(=O)N(C(=O)C(C1=O)(CC(=C)Br)C(C)C)CC1CO1 1,3-diglycidyl-5-isopropyl-5-β-bromoallyl-barbituric acid